O1COC2=C1C=CC=C2CNCC2=CC(=NC=C2)OCC N-(1,3-benzodioxol-4-ylmethyl)-1-(2-ethoxy-4-pyridyl)methanamin